C(C=C)OCC=C bisallylether